C(C=C)(=O)OCC1(COC1)C (3-Methyl-3-oxetanyl)methyl acrylate